Bis-(5-benzoyl-4-hydroxy-2-methoxyphenyl)-methane C(C1=CC=CC=C1)(=O)C=1C(=CC(=C(C1)CC1=C(C=C(C(=C1)C(C1=CC=CC=C1)=O)O)OC)OC)O